6,9-difluoro-17-(((fluoromethyl)thio)carbonyl)-11-hydroxy-10,13-Dimethyl-3-oxo-6,7,8,9,10,11,12,13,14,15,16,17-dodecahydro-3H-cyclopenta[a]phenanthrene-17-yl-3-hydroxypropionate FC1C2=CC(C=CC2(C2(C(CC3(C(CCC3C2C1)(C(=O)SCF)OC(CCO)=O)C)O)F)C)=O